[O-]CCC.[O-]CCC.[O-]CCC.[V+5] vanadium (V) tripropoxide